ClC1=C(C#N)C=CC(=C1)N1CC2(C[C@@H]1C)CCN(CC2)C2=CC=C(C=C2)C(=O)N2CCC1(CC2)CCC(CC1)N1CCN(CC1)C1=CC=C(C=C1)N1C(NC(CC1)=O)=O (S)-2-chloro-4-(8-(4-(9-(4-(4-(2,4-dioxotetrahydropyrimidin-1(2H)-yl)phenyl)Piperazin-1-yl)-3-azaspiro[5.5]undecane-3-carbonyl)phenyl)-3-methyl-2,8-diazaspiro[4.5]dec-2-yl)Benzonitrile